C(C)(=O)C1(C(C1)C=C)C(=O)NC1=CC(=CC=C1)Cl 1-acetyl-N-(3-chlorophenyl)-2-vinylcyclopropane-1-carboxamide